(Z,E)-11,13-Hexadecadien-1-ol C(CCCCCCCCC\C=C/C=C/CC)O